C(\C=C\C(=O)O)(=O)O.CC=1C=CC(N(C1)C1=NC(=C(N=C1C)C)C)=O 5-methyl-1-(3,5,6-trimethylpyrazin-2-yl)pyridin-2(1H)-one fumarate